NC1=NC=C(C=2C1=CN(N2)C2OCCCC2)NC(C(=O)N(CC2=NC=CC=C2)C[C@H](CC)C)=O N1-(4-amino-2-(tetrahydro-2H-pyran-2-yl)-2H-pyrazolo[4,3-c]pyridin-7-yl)-N2-((S)-2-methylbutyl)-N2-(pyridin-2-ylmethyl)oxalamide